NC=1C(=C(C=CC1)C1=C(C=C(C=C1)N)C)C 3,4'-diamino-2,2'-dimethyl-1,1'-biphenyl